N-(3-chloro-2-methylphenyl)-2-[(2S)-5-oxopyrrolidin-2-yl]-6-({[2-(trifluoromethyl)phenyl]carbonyl}amino)-1H-benzimidazole-4-carboxamide ClC=1C(=C(C=CC1)NC(=O)C1=CC(=CC=2NC(=NC21)[C@H]2NC(CC2)=O)NC(=O)C2=C(C=CC=C2)C(F)(F)F)C